4-chloro-6-(2-methyl-1,2,4-triazol-3-yl)pyrimidine ClC1=NC=NC(=C1)C=1N(N=CN1)C